CN1[C@H]2[C@@H](CC1)CN(C2)C2=CC=CC(=N2)NC2=CC1=C(C=N2)SC(=N1)C1=NC=CC=C1C 6-[(3aS,6aS)-1-Methyl-octahydropyrrolo[3,4-b]pyrrol-5-yl]-N-[2-(3-methylpyridin-2-yl)-[1,3]thiazolo[5,4-c]pyridin-6-yl]pyridin-2-amine